1-(6-(Azidomethyl)naphthalen-2-yl)-2-hydroxyethan-1-one N(=[N+]=[N-])CC=1C=C2C=CC(=CC2=CC1)C(CO)=O